6-[[5-[(4-chlorophenyl)methoxymethyl]-2-(3-chloro-2-pyridyl)-pyrazole-3-carbonyl]amino]-5-methyl-1H-indazole-7-carboxamide ClC1=CC=C(C=C1)COCC=1C=C(N(N1)C1=NC=CC=C1Cl)C(=O)NC1=C(C=C2C=NNC2=C1C(=O)N)C